C(C)(C)(C)OC(=O)N1CC(C1)NC1=NC=C(C2=CC(=NC=C12)Cl)C(C)(C)N=[N+]=[N-] 3-((4-(2-azidopropan-2-yl)-6-chloro-2,7-naphthyridin-1-yl)amino)azetidine-1-carboxylic acid tert-butyl ester